1-(7-fluoroquinazolin-4-yl)piperidine-3-carboxylic acid methyl ester COC(=O)C1CN(CCC1)C1=NC=NC2=CC(=CC=C12)F